(R)-N-[(5S)-1'-(7-bromo-6-methyl-pyrazolo[1,5-a]pyrazin-4-yl)-3-chloro-spiro[5,7-dihydrocyclopenta[b]pyridine-6,4'-piperidine]-5-yl]-2-methyl-propane-2-sulfinamide BrC1=C(N=C(C=2N1N=CC2)N2CCC1(CC2)[C@@H](C=2C(=NC=C(C2)Cl)C1)N[S@](=O)C(C)(C)C)C